rac-(3aS,5R,7S,7aS)-5-(4-fluorophenyl)-1,3,3,5,7-pentamethyloctahydro-benzo[c]isoxazole FC1=CC=C(C=C1)[C@]1(C[C@H]2[C@@H](N(OC2(C)C)C)[C@H](C1)C)C |r|